1-(4-(5-methoxy-1H-benzo[d][1,2,3]triazol-1-yl)phenyl)-N-methylmethanamine hydrochloride Cl.COC1=CC2=C(N(N=N2)C2=CC=C(C=C2)CNC)C=C1